C(N)(=O)C1=CC=C(C=N1)NC(=O)[C@@H]1CC12CCN(CC2)C(=O)[O-] |r| (±)-1-((6-carbamoylpyridin-3-yl)carbamoyl)-6-azaspiro[2.5]octane-6-carboxylate